pyrrolo[1,2,3-de]quinoxaline N1=CCN2C=3C(=CC=CC13)C=C2